5-(4-fluorophenyl)-2-methyl-3-[2-(2,2,2-trifluoroethoxy)phenyl]-2,4,5,6-tetrahydropyrrolo[3,4-c]pyrazole FC1=CC=C(C=C1)N1CC2=NN(C(=C2C1)C1=C(C=CC=C1)OCC(F)(F)F)C